CN1CC(C1)(C)[C@@](C=1C=C(N=NC1)OC1=C(C=CC=C1)CCO)(C1=CC=C(C=C1)C(C)C)O 2-(2-{5-[(R)-(1,3-Dimethyl-azetidin-3-yl)-hydroxy-(4-isopropyl-phenyl)-methyl]-pyridazin-3-yloxy}-phenyl)-ethanol